Cl.COC1=CC=C(C=C1)C1=NN2C([C@H](NCC2)C)=C1C1=CC=NC=C1 |r| rac-(RS)-2-(4-methoxyphenyl)-4-methyl-3-(pyridin-4-yl)-4,5,6,7-tetrahydropyrazolo[1,5-a]pyrazine hydrogen chloride